ClC1=CC=C(COC(=O)N=NC(=O)OCC2=CC=C(C=C2)Cl)C=C1 Di-(4-chlorobenzyl)-azodicarboxylate